OC=1C=C2CCC(NC2=CC1)=O 6-hydroxy-3,4-dihydro-2(1h)-quinolinone